ClC=1C=CC(=C(C1)C1=CC(=NC=C1C(=O)NC=1SC(=NN1)OCC1=NC=C(C=C1)SC)C)OC 4-(5-chloro-2-methoxyphenyl)-6-methyl-N-(5-((5-(methylsulfanyl)pyridin-2-yl)methoxy)-1,3,4-thiadiazol-2-yl)nicotinamide